FC1=C(C=C(C=C1)F)C1=NC=NC(=C1NC(OC(C)(C)C)=O)C1C(CCCC1)C(F)(F)F tert-butyl (4-(2,5-difluorophenyl)-6-(2-(trifluoromethyl)cyclohexyl)pyrimidin-5-yl)carbamate